3,4'-Diamino diphenyl ether C1=CC(=CC(=C1)OC2=CC=C(C=C2)N)N